FC1(CC(C1)OC1=NC=C(C(=O)NC=2C(=NC=CC2C2=NC=CC=C2F)[C@@H]2OCC(CC2)(F)F)C=C1F)F |r| rac-6-(3,3-difluorocyclobutoxy)-N-(2'-(5,5-difluorotetrahydro-2H-pyran-2-yl)-3-fluoro-[2,4'-bipyridin]-3'-yl)-5-fluoronicotinamide